Magnesiochromit [MgH][Cr](=O)([O-])[O-]